N-[(5-chloro-6-hydroxy-1H-indol-2-yl)methyl]-1-methyl-cyclopropanecarboxamide ClC=1C=C2C=C(NC2=CC1O)CNC(=O)C1(CC1)C